Isothiazol-3(2H)-one 1,1-dioxide potassium salt [K].S1(NC(C=C1)=O)(=O)=O